OC1=CC(C(C=C1)CC(C)C)(O)OCCO 1-[4-hydroxy-2-(hydroxyethoxy)-2-hydroxy-phenyl]-2-methyl-propane